BrC1=NN(C2=C1N=C(N=C2NCCCC)NC(=O)OC)CC2=C(C=C(C(=O)OC)C=C2)OC(F)F methyl 4-((3-bromo-7-(butylamino)-5-((methoxy-carbonyl)amino)-1H-pyrazolo[4,3-d]pyrimidin-1-yl)methyl)-3-(difluoromethoxy)benzoate